ClC1=NC2=CC=CC=C2C(=C1)CC(=O)O 2-(2-chloroquinolin-4-yl)acetic acid